ClC=1C(=NC(=NC1)NC1=C(C=C(C(=O)NC2=CC(=CC=C2)CC)C=C1)OC)C=1C=NN(C1)C(C)C 4-((5-chloro-4-(1-isopropyl-1H-pyrazol-4-yl)pyrimidin-2-yl)amino)-N-(3-ethylphenyl)-3-methoxybenzamide